(R)-tert-butyl 2-(4-(4-amino-5-(ethoxycarbonyl)pyrimidin-2-yl)-3-(tert-butoxycarbonyl)piperazin-1-yl)-7,8-dihydropyrido[4,3-d]pyrimidine-6(5H)-carboxylate NC1=NC(=NC=C1C(=O)OCC)N1[C@H](CN(CC1)C=1N=CC2=C(N1)CCN(C2)C(=O)OC(C)(C)C)C(=O)OC(C)(C)C